7-nonadecyl-benzo[c]acridine C(CCCCCCCCCCCCCCCCCC)C1=C2C=CC=CC2=NC=2C3=C(C=CC12)C=CC=C3